C(C1=CC=CC=C1)C=1N=C(C2=C(N1)NC=C2)Cl benzyl-4-chloro-7H-pyrrolo[2,3-d]pyrimidine